o-(cis-3-(2-(5,6,7,8-tetrahydro-1,8-naphthyridin-2-yl)ethyl)cyclobutyl)-N-(2,4,6-trimethylnicotinyl)homoserine N1=C(C=CC=2CCCNC12)CC[C@H]1C[C@H](C1)C1(C(CN[C@@H](CCO)C(=O)O)C(=CC(=N1)C)C)C